BrC1=CC=CC=2N(CCOC21)C(=O)OCC2=CC=CC=C2 benzyl 8-bromo-2,3-dihydro-1,4-benzoxazine-4-carboxylate